OC1=C(C(=O)NN)C=CC(=C1)O 2,4-dihydroxybenzoylhydrazine